ClC1=C(C=CC=C1C=1C(=C(C=NC1)C1=NC(=C(C=C1)CN1CC2(C1)CNC(C2)=O)OC)Cl)C2=CC=C(C(=N2)OC)CN2CC1(C2)CNC(C1)=O 2-((6-(2-chloro-3-(4'-chloro-6-methoxy-5-((7-oxo-2,6-diazaspiro[3.4]octan-2-yl)methyl)-[2,3'-bipyridin]-5'-yl)phenyl)-2-methoxypyridin-3-yl)methyl)-2,6-diazaspiro[3.4]octan-7-one